N-LAUROYL-LYSIN C(CCCCCCCCCCC)(=O)N[C@@H](CCCCN)C(=O)O